N-((2-(4-Chlorophenyl)pyrimidin-5-yl)methyl)-2-(1H-pyrazol-4-yl)-6-(trifluoromethyl)pyridin-4-amine ClC1=CC=C(C=C1)C1=NC=C(C=N1)CNC1=CC(=NC(=C1)C(F)(F)F)C=1C=NNC1